5-((4-(2,5-dichlorophenyl)piperazin-1-yl)methyl)-2-(2,4-dioxotetrahydropyrimidine-1(2H)-yl)isoindoline-1,3-dione ClC1=C(C=C(C=C1)Cl)N1CCN(CC1)CC=1C=C2C(N(C(C2=CC1)=O)N1C(NC(CC1)=O)=O)=O